C(#N)CC(=O)NCCCCCCCCCCCCCCCCCC 2-cyano-N-octadecylacetamide